ClC=1C=CC(=C(C1)C1=CC(N(C=C1OC)C(C(=O)OC(C)(C)C)CC1CCC1)=O)N1N=NC(=C1)Cl tert-butyl 2-{4-[5-chloro-2-(4-chloro-1H-1,2,3-triazol-1-yl) phenyl]-5-methoxy-2-oxopyridin-1(2H)-yl}-3-cyclobutyl-propionate